3-(2-phenylethyl)-4,5-dihydro-1,2-oxazole-5-carboxylic acid C1(=CC=CC=C1)CCC1=NOC(C1)C(=O)O